4-(4-((6R)-6-(1H-1,2,4-triazol-1-yl)-3,8-diazabicyclo[3.2.1]octan-3-yl)-8-fluoro-2-((2-fluorotetrahydro-1H-pyrrolizin-7a(5H)-yl)methoxy)pyrido[4,3-d]pyrimidin-7-yl)naphthalen-2-ol N1(N=CN=C1)[C@H]1C2CN(CC(C1)N2)C=2C1=C(N=C(N2)OCC23CCCN3CC(C2)F)C(=C(N=C1)C1=CC(=CC2=CC=CC=C12)O)F